methyl-N5-((1S,2S)-2-methylcyclopropyl)-2-oxo-1-(3-(2-oxoethyl)Benzyl)-1,2-dihydropyridine-3,5-dicarboxamide CC1=C(C(N(C=C1C(=O)N[C@@H]1[C@H](C1)C)CC1=CC(=CC=C1)CC=O)=O)C(=O)N